CC1=CC=C(C=C1)S(=O)(=O)OCCCOC1(CCOCC1)C1=NC=CC=C1 3-((4-(Pyridin-2-yl)tetrahydro-2H-pyran-4-yl)oxy)propyl 4-methylbenzenesulfonate